C(C)C(C(=O)[O-])CCCC.C(C)C(C(=O)[O-])CCCC.C(C)C(C(=O)[O-])CCCC.[Gd+3] Gadolinium tris(2-ethylhexanoate)